2-(4-chloro-3-fluorophenoxy)-N-{3-[5-(6-chloro-4-hydroxy-3,4-dihydro-2H-1-benzopyran-2-yl)-1,3,4-oxadiazol-2-yl]bicyclo[1.1.1]pentan-1-yl}acetamide ClC1=C(C=C(OCC(=O)NC23CC(C2)(C3)C=3OC(=NN3)C3OC2=C(C(C3)O)C=C(C=C2)Cl)C=C1)F